CCCCC[C@H](CC(=O)SCCNC(=O)CCNC(=O)[C@@H](C(C)(C)COP(=O)(O)OP(=O)(O)OC[C@@H]1[C@H]([C@H]([C@@H](O1)N2C=NC3=C(N=CN=C32)N)O)OP(=O)(O)O)O)O The molecule is an (R)-3-hydroxyacyl-CoA that results from the formal condensation of the thiol group of coenzyme A with the carboxy group of (R)-3-hydroxyoctanoic acid. It is a hydroxy fatty acyl-CoA and a (R)-3-hydroxyacyl-CoA. It derives from an octanoyl-CoA and a (R)-3-hydroxyoctanoic acid. It is a conjugate acid of a (R)-3-hydroxyoctanoyl-CoA(4-).